NC1=C(CNC=2C=C(C=CC2)CC(=O)OC)C=C(C=C1)F methyl 2-(3-((2-amino-5-fluorobenzyl)amino)-phenyl)acetate